C=C(C(=O)OC)\C=C\CCCCCOCC1=CC=CC=C1 methyl (E)-2-methylidene-9-phenylmethoxynon-3-enoate